COC(C(C(=O)OC)C(NC1=CC=C(C=C1)S(NC=1SC=CN1)(=O)=O)C1=CC=CC=C1)=O 2-(phenyl-((4-(N-(thiazol-2-yl)sulfamoyl)phenyl)amino)methyl)malonic acid dimethyl ester